2-(2,6-dimethoxynaphthalen-1-yl)-4,4,5,5-tetramethyl-1,3,2-dioxaborolane COC1=C(C2=CC=C(C=C2C=C1)OC)B1OC(C(O1)(C)C)(C)C